ClC=1C(=NC=CC1C1=C(C(=CC=C1)C1=NC(=C(C=C1)CN(C1CCOCC1)C)OC)Cl)C1=CC(=C(C=C1)CN(C(OC(C)(C)C)=O)C1CCOCC1)OC tert-butyl N-[[4-[3-chloro-4-[2-chloro-3-[6-methoxy-5-[[methyl(tetrahydropyran-4-yl)amino]methyl]-2-pyridyl]phenyl]-2-pyridyl]-2-methoxy-phenyl]methyl]-N-tetrahydropyran-4-yl-carbamate